6-(1-methyl-1H-pyrazol-4-yl)thiazolo[5,4-c]pyridin-4(5H)-one CN1N=CC(=C1)C1=CC2=C(C(N1)=O)SC=N2